FC1=CC=C(C=C1)C=1N=CNC1 4-(4-fluorophenyl)-1H-imidazole